[1,2,4]Triazin-4-amine dihydrochloride Cl.Cl.N1=NCN(C=C1)N